C(CC)NCCNCC(=O)O N-[2-(propylamino)ethyl]-glycine